6-[8-(1,3-benzothiazol-2-ylcarbamoyl)-3,4-dihydro-1H-isoquinolin-2-yl]-3-[1-(2,2-dimethylpropyl)-5-methyl-pyrazol-4-yl]pyridine-2-carboxylic acid S1C(=NC2=C1C=CC=C2)NC(=O)C=2C=CC=C1CCN(CC21)C2=CC=C(C(=N2)C(=O)O)C=2C=NN(C2C)CC(C)(C)C